N-{2-[(4-methoxyphenyl)methyl]-3-(2-methylphenyl)-1-oxo-2,3-dihydro-1H-isoindol-4-yl}-2,3-dihydro-1H-indole-1-carboxamide COC1=CC=C(C=C1)CN1C(C2=CC=CC(=C2C1C1=C(C=CC=C1)C)NC(=O)N1CCC2=CC=CC=C12)=O